Cl.COC(=O)[C@H]1N(C([C@H](C1)CCN)=O)C(=O)OC(C)(C)C (2S,4S)-4-(2-aminoethyl)-5-oxopyrrolidine-1,2-dicarboxylic acid 1-(tert-butyl) 2-methyl ester hydrochloride